2-cyclopropyl-N-(3-cyclopropyl-5-(3-((4-methyl-4H-1,2,4-triazol-3-yl)methyl)oxetan-3-yl)phenyl)-6-methylpyrimidine-4-carboxamide C1(CC1)C1=NC(=CC(=N1)C(=O)NC1=CC(=CC(=C1)C1(COC1)CC1=NN=CN1C)C1CC1)C